3,6-dioxa-4-methyl-7-octenesulfonic acid CC(OCCS(=O)(=O)O)COC=C